3-mercaptopropane-1,2-diol bis(2-mercaptoacetate) SCC(=O)OCC(CS)OC(CS)=O